CC1=NC=C(C(=C1)C1=CC=2N(C=C1)N=C(C2)NC(=O)C2CC2)OC[C@@H]2N(CC2)C([2H])([2H])[2H] N-[5-[2-methyl-5-[[(2R)-1-(trideuteriomethyl)azetidin-2-yl]methoxy]-4-pyridyl]pyrazolo[1,5-a]pyridin-2-yl]cyclopropanecarboxamide